[N-](S(=O)(=O)C(F)(F)F)S(=O)(=O)C(F)(F)F.C(CCC)[N+](C)(CCCC)CCCC tributylmethylammonium bis(trifluoromethanesulfonyl)imide